C(C)(=O)NCC1(CC1)CN(CCCCCCCC(=O)OC(CCCCCCCC)CCCCCCCC)CCCCCCOC(=O)OCCCCCCCCC heptadecan-9-yl 8-(((1-(acetamidomethyl)cyclopropyl)methyl)(6-(((nonyloxy)carbonyl)oxy)hexyl)amino)octanoate